C(C1=CC=CC=C1)ON=C1CC[C@H](N=C1)C(=O)OCC ethyl (S)-5-(benzyloxyimino)-2,3,4,5-tetrahydropyridine-2-carboxylate